Cl.CN(CC=C)C dimethyl-allylamine hydrochloride